(1-methyl-2-benzenesulfonyl)-N'-(2-pyridylmethyl)-N-(5,6,7,8-tetrahydro-8-quinolinyl)-1,4-xylylenediamine CC1=C(C=CC=C1)S(=O)(=O)N(CC1=CC=C(C=C1)CNC1CCCC=2C=CC=NC12)CC1=NC=CC=C1